CC(=C)C(=O)N(CCO)CCO N,N-Bis(2-hydroxyethyl)METHACRYLAMIDE